[4-(5-{[2-chloro-6-(trifluoromethyl)phenyl]methoxy}pyrimidin-2-yl)morpholin-2-yl]methanol trifluoromethyl-acetate (trifluoromethylacetate) FC(F)(F)CC(=O)O.FC(F)(F)CC(=O)O.ClC1=C(C(=CC=C1)C(F)(F)F)COC=1C=NC(=NC1)N1CC(OCC1)CO